1-[(3,4-difluorophenyl)methyl]-1-(1-methylpiperidin-4-yl)-3-{[4-(propan-2-yloxy)phenyl]methyl}urea FC=1C=C(C=CC1F)CN(C(=O)NCC1=CC=C(C=C1)OC(C)C)C1CCN(CC1)C